2-Chloro-4-{4-[(3-(4-methylpiperazin-1-yl)propyl)aminomethyl]phenyl}-7H-pyrrolo[2,3-d]pyrimidine oxalate C(C(=O)O)(=O)O.ClC=1N=C(C2=C(N1)NC=C2)C2=CC=C(C=C2)CNCCCN2CCN(CC2)C